N[C@@H]1CN(CC[C@H]1F)C1=NC=2C(=NC(=CC2)C(F)(F)F)N1CC1=NC=C(C#N)C=C1 6-((2-((3R,4R)-3-Amino-4-fluoropiperidin-1-yl)-5-(trifluoromethyl)-3H-imidazo[4,5-b]pyridin-3-yl)methyl)nicotinonitril